[Si](C)(C)(C(C)(C)C)OC(C(F)(F)F)C=1C(=C2C(=NN(C2=CC1)C)NC1=CC(=NC=C1C(CC)(F)F)NC(=O)C1CC1)OC N-(4-((5-(1-((tert-butyldimethylsilyl)oxy)-2,2,2-trifluoroethyl)-4-methoxy-1-methyl-1H-indazol-3-yl)amino)-5-(1,1-difluoropropyl)pyridin-2-yl)cyclopropanecarboxamide